2,2'-((propane-2,2-diylbis(2,6-bis(dibenzo[b,d]thiophen-4-yl)-4,1-phenylene))bis(oxy))bis(ethan-1-ol) CC(C)(C1=CC(=C(C(=C1)C1=CC=CC2=C1SC1=C2C=CC=C1)OCCO)C1=CC=CC2=C1SC1=C2C=CC=C1)C1=CC(=C(C(=C1)C1=CC=CC2=C1SC1=C2C=CC=C1)OCCO)C1=CC=CC2=C1SC1=C2C=CC=C1